5-chloro-4-{[4-({[(2S,4R)-4-cyanopyrrolidin-2-yl]-methyl}amino)butyl]amino}-2-fluoro-N-1,3-thiazol-2-ylbenzenesulfonamide ClC=1C(=CC(=C(C1)S(=O)(=O)NC=1SC=CN1)F)NCCCCNC[C@H]1NC[C@@H](C1)C#N